4-((5-(4-fluorophenyl)-1-(4-(trifluoromethyl)benzyl)-1H-benzo[d]imidazole-7-carboxamido)methyl)benzoic acid FC1=CC=C(C=C1)C1=CC2=C(N(C=N2)CC2=CC=C(C=C2)C(F)(F)F)C(=C1)C(=O)NCC1=CC=C(C(=O)O)C=C1